1,3-bis-(aminomethyl)cyclohexane NCC1CC(CCC1)CN